N[C@@H]([C@H](CNC1=CC(=C(C=C1C#N)S(=O)(=O)NC1=NC(=CC=C1)F)F)CC1=C(C=CC=C1)CN)C 4-({(2S,3R)-3-amino-2-[2-(aminomethyl)benzyl]butyl}amino)-5-cyano-2-fluoro-N-(6-fluoropyridin-2-yl)benzenesulfonamide